N1[C@@H](CCC1)C(=O)N[C@@H](CC1=CNC2=CC=CC=C12)C(=O)O prolyl-tryptophan